N-[(1S)-1-(1-methylimidazol-4-yl)ethyl]-5-[4-(trifluoromethyl)phenoxy]naphthalene-2-carboxamide CN1C=NC(=C1)[C@H](C)NC(=O)C1=CC2=CC=CC(=C2C=C1)OC1=CC=C(C=C1)C(F)(F)F